8-(acryloyloxy)-octyl methacrylate C(C(=C)C)(=O)OCCCCCCCCOC(C=C)=O